CC1=CC=C(C=C1)S(=O)(=O)N1C=C(C=2C1=NC=CC2)C=2C=C1C(=CC=NC1=CC2)N2C[C@H](CC2)NC(OC(C)(C)C)=O tert-Butyl N-[(3S)-1-{6-[1-(4-methylbenzenesulfonyl)-1H-pyrrolo[2,3-b]pyridin-3-yl]quinolin-4-yl}pyrrolidin-3-yl]carbamate